1-(7-((4,4-bis(((Z)-oct-5-en-1-yl)oxy)butanoyl)oxy)-4-((((1-ethylpiperidin-3-yl)methoxy)carbonyl)oxy)heptyl) 8-(3-pentyloctyl) octanedioate C(CCCCCCC(=O)OCCC(CCCCC)CCCCC)(=O)OCCCC(CCCOC(CCC(OCCCC\C=C/CC)OCCCC\C=C/CC)=O)OC(=O)OCC1CN(CCC1)CC